(E)-3-(2,6-dichlorophenyl)-1-(2,4-dimethoxyphenyl)prop-2-en-1-one ClC1=C(C(=CC=C1)Cl)/C=C/C(=O)C1=C(C=C(C=C1)OC)OC